O=C1NC(CCC1N1C(=NC2=CC=CC(=C2C1=O)NCCOCCOCCNC(OC(C)(C)C)=O)C)=O tert-butyl (2-(2-(2-((3-(2,6-dioxopiperidin-3-yl)-2-methyl-4-oxo-3,4-dihydroquinazolin-5-yl)amino)ethoxy)ethoxy)ethyl)carbamate